2-(1H-imidazol-1-yl)-6-methyl-N-((1r,4r)-4-((2,2,2-trifluoroethyl)amino)cyclohexyl)pyrimidine-4-carboxamide N1(C=NC=C1)C1=NC(=CC(=N1)C(=O)NC1CCC(CC1)NCC(F)(F)F)C